8-(2-chloro-4-(2-(piperazin-1-yl)ethoxy)phenyl)-9-((6-methoxypyridin-2-yl)methyl)-6-(1-methylcyclopropoxy)-9H-purine ClC1=C(C=CC(=C1)OCCN1CCNCC1)C=1N(C2=NC=NC(=C2N1)OC1(CC1)C)CC1=NC(=CC=C1)OC